BrC1=CN(C(C2=C1N=C(N=C2)SC)=O)C2=C(C=CC=C2C)F 8-bromo-6-(2-fluoro-6-methyl-phenyl)-2-methylsulfanyl-pyrido[4,3-d]pyrimidin-5-one